C(#N)C1=CN=C(S1)NC(C(C)C=1C=C(C=NC1)C=1C=NC(=CC1)NC(C=C)=O)=O N-(5'-(1-(5-cyanothiazol-2-yl)amino-1-oxopropane-2-yl)-[3,3'-bipyridin]-6-yl)acrylamide